18-Tricosenoic acid C(CCCCCCCCCCCCCCCCC=CCCCC)(=O)O